C([18F])C1CO1 [18F]epifluorohydrin